2,6-Dichloro-N-{3-[(2E)-3-(4-hydroxy-3-methoxyphenyl)-2-propenyl]phenyl}benzamide ClC1=C(C(=O)NC2=CC(=CC=C2)C\C=C\C2=CC(=C(C=C2)O)OC)C(=CC=C1)Cl